N-((cis)-3-(5-chloro-2-cyanophenyl)-3-methylcyclobutyl)-1-((R or S)-1-(4-methyl-6-((1R,5S)-2-oxo-3-azabicyclo[3.1.0]hexan-3-yl)pyridin-3-yl)ethyl)-1H-pyrazole-4-carboxamide ClC=1C=CC(=C(C1)C1(CC(C1)NC(=O)C=1C=NN(C1)[C@H](C)C=1C=NC(=CC1C)N1C([C@@H]2C[C@@H]2C1)=O)C)C#N |o1:19|